tert-butyl 4-[5-[3-[3-[[ethyl(methyl) sulfamoyl] amino]-2,6-difluoro-benzoyl]-1H-pyrrolo[2,3-b]pyridin-5-yl]-2-pyridyl]piperazine-1-carboxylate C(C)N(S(=O)(=O)NC=1C(=C(C(=O)C2=CNC3=NC=C(C=C32)C=3C=CC(=NC3)N3CCN(CC3)C(=O)OC(C)(C)C)C(=CC1)F)F)C